(S)-4'-(3-(1-((5-bromo-1-methyl-1H-imidazol-2-yl)methyl)pyrrolidin-3-yl)-2-oxo-2,3-dihydro-1H-imidazo[4,5-b]pyridin-1-yl)-[1,1'-biphenyl]-4-carboxylic acid methyl ester COC(=O)C1=CC=C(C=C1)C1=CC=C(C=C1)N1C(N(C2=NC=CC=C21)[C@@H]2CN(CC2)CC=2N(C(=CN2)Br)C)=O